5-chloro-4-(((6-cyclopropylimidazo[1,2-a]pyridin-2-yl)methyl)(2-hydroxyethyl)amino)-2-nitrobenzenesulfonamide ClC=1C(=CC(=C(C1)S(=O)(=O)N)[N+](=O)[O-])N(CCO)CC=1N=C2N(C=C(C=C2)C2CC2)C1